2-(pyridin-2-yloxy)ethan-1-one N1=C(C=CC=C1)OCC=O